[OH-].[Na+].C(CC(O)(C(=O)O)CC(=O)O)(=O)O citric acid sodium hydroxide